Cl.FC(C1CC(CCC1)N)(F)F 3-(trifluoromethyl)cyclohexanamine hydrochloride